4-(cyclopropylmethyl)benzenesulfonyl chloride C1(CC1)CC1=CC=C(C=C1)S(=O)(=O)Cl